FC(C)C=1C=C(C=2N(C1)C(=CN2)C(C)C)NC2CCN(CC2)C[C@@H]2CNCCO2 6-(1-fluoroethyl)-3-isopropyl-N-[1-[[(2S)-morpholin-2-yl]methyl]-4-piperidyl]imidazo[1,2-a]pyridin-8-amine